7-(piperidin-4-yl)-2-(4-(p-tolyloxy)phenyl)-1H-imidazo[1,2-b]Pyrazole N1CCC(CC1)C1=C2N(N=C1)C=C(N2)C2=CC=C(C=C2)OC2=CC=C(C=C2)C